[Si](C1=CC=CC=C1)(C1=CC=CC=C1)(C(C)(C)C)OC1CC2C(C2C1)C(=O)N 3-[(tert-butyldiphenylsilyl)oxy]Bicyclo[3.1.0]Hexane-6-carboxamide